3-((5-iodopyridin-2-yl)oxy)piperidine-2,6-dione IC=1C=CC(=NC1)OC1C(NC(CC1)=O)=O